1-[3-acetyl-6-[5-[(5-keto-1-methyl-pyrrolidin-3-yl)amino]benzimidazol-1-yl]-2-pyridyl]-5-methyl-pyrazole-3-carbonitrile C(C)(=O)C=1C(=NC(=CC1)N1C=NC2=C1C=CC(=C2)NC2CN(C(C2)=O)C)N2N=C(C=C2C)C#N